FC(=C1CCC2=C(C(=CC=C12)C1=NN=C(C(N1C)=O)N[C@H]1[C@@H](CCCC1)O)O)F 3-[1-(Difluoromethylene)-4-hydroxy-2,3-dihydro-1H-inden-5-yl]-6-{[(1R,2R)-2-hydroxycyclohexyl]amino}-4-methyl-5H,4H-1,2,4-triazin-5-one